C(CCCCCCC)(=O)N caprylyl-ammonia